7-fluoro-4-(8-fluoro-2-(((2R,7aS)-2-fluorotetrahydro-1H-pyrrolizin-7a(5H)-yl)methoxy)-4-((2-methylcyclopropyl)amino)-6-(trifluoromethyl)quinazolin-7-yl)benzo[d]thiazol-2-amine FC1=CC=C(C=2N=C(SC21)N)C2=C(C=C1C(=NC(=NC1=C2F)OC[C@]21CCCN1C[C@@H](C2)F)NC2C(C2)C)C(F)(F)F